COC1(CC1)C(=O)Cl 1-methoxycyclopropanecarbonyl chloride